C(C)C(COC(=O)C1=CC=C(C=C1)C(=O)OCC(CCCC)CC)CCCC bis(2-ethylhexyl)benzene-1,4-dicarboxylate